Methyl [(3S*,4R*)-4-(3-Methoxyphenyl)Tetrahydropyran-3-yl]-Methanesulfonate COC=1C=C(C=CC1)[C@H]1[C@@H](COCC1)CS(=O)(=O)OC |o1:8,9|